monoglycerin monoerucate C(CCCCCCCCCCC\C=C/CCCCCCCC)(=O)O.OCC(O)CO